NC1=C(C=2C(=NC=C(C2S1)F)C=1C2=C(C=3C=NC(=NC3C1Cl)N1C[C@H]([C@H](C1)O)N(C)C)COC2)C#N 2-Amino-4-(5-chloro-3-((3R,4S)-3-(dimethylamino)-4-hydroxypyrrolidin-1-yl)-7,9-dihydrofuro[3,4-f]quinazolin-6-yl)-7-fluorothieno[3,2-c]pyridine-3-carbonitrile